(2S)-2-amino-N-[(2-fluoro-4-methanesulfonylphenyl)methyl]pentanediamide trifluoroacetate FC(C(=O)O)(F)F.N[C@H](C(=O)NCC1=C(C=C(C=C1)S(=O)(=O)C)F)CCC(=O)N